5-(2-chloro-6-fluorophenyl)-1,4-dihydrobenzo[d]pyrazolo[3,4-f][1,3]diazepine ClC1=C(C(=CC=C1)F)C=1NC2=C(C3=C(N1)C=CC=C3)NN=C2